2-(2-methoxypyrimidin-5-yl)ethan-1-ol COC1=NC=C(C=N1)CCO